ClC1=CC=C(C(=N1)C(=O)NS(=O)(=O)C)N[C@H](C)C=1C=C(C=C2C(N(C(=NC12)N(C)C)C)=O)C (R)-6-chloro-3-((1-(2-(dimethylamino)-3,6-dimethyl-4-oxo-3,4-dihydroquinazolin-8-yl)ethyl)amino)-N-(methylsulfonyl)picolinamide